FC1=NC=C(C(=C1)I)OCOC 2-fluoro-4-iodo-5-(methoxymethyloxy)pyridine